NC1=C(C=C(C=C1)S(=O)(=O)NC)C=1N=NN(N1)C 4-amino-N-methyl-3-(2-methyl-2H-tetrazol-5-yl)benzenesulfonamide